tert-butyl N-(6-bromo-5-methyl-2-pyridyl)-N-ethyl-carbamate BrC1=C(C=CC(=N1)N(C(OC(C)(C)C)=O)CC)C